NC=1C(=NC=CC1)\C=N/NC(=S)N [(Z)-(3-Aminopyridin-2-yl)methylideneamino]thiourea